C(C)(=O)C1=NN(C2=CC=C(C=C12)C=1C=NC(=NC1)C)CC(=O)N1C(C2CC2C1)C(=O)NC1=NC(=CC=C1)Br 3-(2-(3-acetyl-5-(2-methylpyrimidin-5-yl)-1H-indazol-1-yl)acetyl)-N-(6-bromopyridin-2-yl)-3-azabicyclo[3.1.0]hexane-2-carboxamide